3-(2-(4-((2-(4-(1-(2-azaspiro[3.5]nonan-7-yl)piperidin-4-yl)piperazin-1-yl)pyrimidin-4-yl)methoxy)phenyl)propan-2-yl)-5-chlorobenzonitrile trifluoroacetate FC(C(=O)O)(F)F.C1NCC12CCC(CC2)N2CCC(CC2)N2CCN(CC2)C2=NC=CC(=N2)COC2=CC=C(C=C2)C(C)(C)C=2C=C(C#N)C=C(C2)Cl